4-(cyclopropylsulfonyl)-N-(1-(3,3-difluorocyclobutyl)-2-oxo-1,2-dihydropyridin-3-yl)-2-(4,4-dimethyl-1,4-azasilinan-1-yl)benzamide C1(CC1)S(=O)(=O)C1=CC(=C(C(=O)NC=2C(N(C=CC2)C2CC(C2)(F)F)=O)C=C1)N1CC[Si](CC1)(C)C